Cl.FC1=CC=C(CN(C(=O)NCC2=CC=C(C=C2)OCC(C)C)C2CCNCC2)C=C1 1-(4-fluorobenzyl)-3-(4-isobutoxybenzyl)-1-(piperidin-4-yl)urea hydrochloride